4-nitro-3-fluoro-5-bromo-benzoic acid methyl ester COC(C1=CC(=C(C(=C1)Br)[N+](=O)[O-])F)=O